3-(trifluoro-methyl)-pyrrolidine FC(C1CNCC1)(F)F